CS(=O)(=O)Cl methanesulfonyl chlorid